FC(C1=CC=C2C(=CC=NC2=C1)C(CN)N)(F)F (7-(trifluoromethyl)quinolin-4-yl)ethane-1,2-diamine